[Cu].[W].[Ni] Nickel-Tungsten-Copper